N-((1R,3R,5S)-8-((((1r,4R)-4-(((3,3-difluorocyclobutyl)methyl)amino)cyclohexyl)methyl)sulfonyl)-8-azabicyclo[3.2.1]octan-3-yl)-5-(oxetan-3-yl)isoxazole-3-carboxamide FC1(CC(C1)CNC1CCC(CC1)CS(=O)(=O)N1[C@H]2CC(C[C@@H]1CC2)NC(=O)C2=NOC(=C2)C2COC2)F